1,4-Anhydro-mannitol C1[C@@H](O)[C@@H](O)[C@H](O1)[C@H](O)CO